COC1=NC=C(C=C1S(=O)(=O)N1CCC2(CCC(C2)N2CC3(C2)COCC3)CC1)C 2-(8-((2-Methoxy-5-methylpyridin-3-yl)sulfonyl)-8-azaspiro[4.5]decan-2-yl)-6-oxa-2-azaspiro[3.4]octane